1-(2-fluoro-4-{4-[2-(pyridin-2-yl)acetamido]-1H-1,2,3-triazol-1-yl}butyl)-N-{[2-fluoro-5-(trifluoromethoxy)phenyl]methyl}-1H-1,2,3-triazole-4-carboxamide FC(CN1N=NC(=C1)C(=O)NCC1=C(C=CC(=C1)OC(F)(F)F)F)CCN1N=NC(=C1)NC(CC1=NC=CC=C1)=O